2-(naphthalen-1-yl)anthracene-9,10-dione C1(=CC=CC2=CC=CC=C12)C1=CC=2C(C3=CC=CC=C3C(C2C=C1)=O)=O